2-((6-methoxybenzo-[d]thiazol-2-yl)amino)-N-(pyrrolidin-3-yl)-isonicotinamide COC1=CC2=C(N=C(S2)NC=2C=C(C(=O)NC3CNCC3)C=CN2)C=C1